Methyl 2-(isothiocyanatocarbonyl)benzoate N(=C=S)C(=O)C1=C(C(=O)OC)C=CC=C1